6-[3-(1-aminoethyl)pyrazin-2-yl]-2-methyl-pyridazin-3-one NC(C)C=1C(=NC=CN1)C=1C=CC(N(N1)C)=O